6-(1-(6-(cyclopropylethynyl)imidazo[1,2-a]pyridin-2-yl)-3-((2-fluoroethyl)amino)propan-2-yl)-5-hydroxypyrimidin-4(3H)-one C1(CC1)C#CC=1C=CC=2N(C1)C=C(N2)CC(CNCCF)C2=C(C(NC=N2)=O)O